N-(2-bromo-5-(trifluoromethyl)benzyl)-6-methoxy-2-methylpyridin-3-amine BrC1=C(CNC=2C(=NC(=CC2)OC)C)C=C(C=C1)C(F)(F)F